(3-{6-azaspiro[2.5]oct-6-yl}-4-{4-[2-(3,6-dihydro-2H-pyran-4-yl)-6-methylpyrimidin-4-yl]-1H-1,2,3-triazol-1-yl}phenyl)-2-hydroxyethane-1-sulfonamide C1CC12CCN(CC2)C=2C=C(C=CC2N2N=NC(=C2)C2=NC(=NC(=C2)C)C=2CCOCC2)C(CO)S(=O)(=O)N